N,N'-bis(3-methylphenyl)-N,N'-bis[3-(9-phenyl-9H-fluoren-9-yl)phenyl]pyrene-1,6-diamine CC=1C=C(C=CC1)N(C1=CC=C2C=CC=3C(=CC=C4C=CC1=C2C34)N(C3=CC(=CC=C3)C3(C4=CC=CC=C4C=4C=CC=CC34)C3=CC=CC=C3)C3=CC(=CC=C3)C)C3=CC(=CC=C3)C3(C4=CC=CC=C4C=4C=CC=CC34)C3=CC=CC=C3